4-(2-(2-bromoethoxy)ethylsulfanyl)-2-(2,6-dioxopiperidin-3-yl)isoindoline-1,3-dione BrCCOCCSC1=C2C(N(C(C2=CC=C1)=O)C1C(NC(CC1)=O)=O)=O